2-[3-(3-ethylpiperazin-1-yl)-1,2,4-triazin-6-yl]-5-[1-(2H3)methyl-1H-pyrazol-4-yl]Phenol dihydrochloride Cl.Cl.C(C)C1CN(CCN1)C=1N=NC(=CN1)C1=C(C=C(C=C1)C=1C=NN(C1)C([2H])([2H])[2H])O